C(C)OC(C(C(C)C)C1=CC(=NO1)N1CCC(CC1)C=1C=NC(=NC1)N1C2CN(CC1CC2)C(=O)OC(C)(C)C)=O tert-butyl 8-(5-(1-(5-(1-ethoxy-3-methyl-1-oxobutan-2-yl)isoxazol-3-yl)piperidin-4-yl)pyrimidin-2-yl)-3,8-diazabicyclo[3.2.1]octane-3-carboxylate